ClC1=C(C(=CC(=C1)F)Cl)C1=C2C=CC=NC2=C(C=C1)C[C@@H](C(=O)O)NC(C1=C(C=C(C=C1F)N1C(COCC1)C(F)(F)F)F)=O (2S)-3-(5-(2,6-dichloro-4-fluorophenyl)quinolin-8-yl)-2-(2,6-difluoro-4-(3-(trifluoromethyl)morpholino)benzoylamino)propionic acid